methyl but-3-ynoate C(CC#C)(=O)OC